methylolphosphorus chloride C(O)P(Cl)Cl